5-[5-(fluoromethoxy)-1,2,3,4-tetrahydroisoquinoline-2-carbonyl]-6-methyl-N-(1-methylcyclopropyl)furo[2,3-d]pyrimidin-4-amine FCOC1=C2CCN(CC2=CC=C1)C(=O)C1=C(OC=2N=CN=C(C21)NC2(CC2)C)C